[2H]C(N(C([2H])([2H])[2H])C([2H])([2H])[2H])(CC1=CNC2=CC=CC=C12)[2H] bis-deutero-N,N-di(trideuteromethyl)tryptamine